tert-butyl 4-[4-(2,6-dibenzyloxy-3-pyridyl)phenyl]-3,3-difluoro-2,6-dihydropyridine-1-carboxylate C(C1=CC=CC=C1)OC1=NC(=CC=C1C1=CC=C(C=C1)C=1C(CN(CC1)C(=O)OC(C)(C)C)(F)F)OCC1=CC=CC=C1